NC1=C2N=CN(C2=NC(=N1)Cl)[C@H]1[C@@H]([C@@H]([C@](O1)(CO)F)O)O (2S,3S,4R,5R)-5-(6-amino-2-chloro-9H-purin-9-yl)-2-fluoro-2-(hydroxymethyl)tetrahydrofuran-3,4-diol